FC1=C(C=2N(C=C1)N=CN2)CCC[C@H]2C[C@@H]1N(CCN(C1)C1=NC=C(C=C1)F)C2=O (7s,8as)-7-(3-[7-fluoro-[1,2,4]triazolo[1,5-a]pyridin-8-yl]propyl)-2-(5-fluoropyridin-2-yl)-hexahydropyrrolo[1,2-a]pyrazin-6-one